ClC1=CC=C2C(=N1)C(N(C2)C2CCN(CC2)C(=O)OC(C)(C)C)=O tert-butyl 4-(2-chloro-7-oxo-5H-pyrrolo[3,4-b]pyridin-6-yl)piperidine-1-carboxylate